6-fluoro-5-(4-(4-isopropylpiperazin-1-yl)phenyl)pyridin-2-amine FC1=C(C=CC(=N1)N)C1=CC=C(C=C1)N1CCN(CC1)C(C)C